FC=1C=C2NC=CC2=C2CCC(N(CC(CCCC(C3=CN=C(C=4C(=CC=C(OC12)C4)F)N3)C=3C=C(C=CC3)CCC(=O)O)(C)C)C)=O 3-[3-(23,29-Difluoro-10,10,12-trimethyl-13-oxo-25-oxa-3,12,20,31-tetrazapentacyclo[24.3.1.12,5.016,24.017,21]hentriaconta-1(30),2,4,16,18,21,23,26,28-nonaen-6-yl)phenyl]propanoic acid